N-[(5-chlorothiophen-2-yl)methyl]-1-(4-methyloxane-4-carbonyl)-3-(piperidin-3-yl)-1H-pyrazol-5-amine ClC1=CC=C(S1)CNC1=CC(=NN1C(=O)C1(CCOCC1)C)C1CNCCC1